CC1=CC(=C(C=C1)C(C)C)OC 1-methyl-3-methoxy-4-isopropylbenzene